C(=O)(OC(C)(C)C)N1C[C@H](NCC1)C (R)-4-Boc-(R)-2-methylpiperazine